(R)-N-(3-fluoro-4-((3-((1-hydroxypropan-2-yl)amino)-1H-pyrazolo[3,4-b]pyridin-4-yl)oxy)phenyl)-1-(4-fluorophenyl)-6-methyl-2-oxo-1,2-dihydropyridine-3-carboxamide FC=1C=C(C=CC1OC1=C2C(=NC=C1)NN=C2N[C@@H](CO)C)NC(=O)C=2C(N(C(=CC2)C)C2=CC=C(C=C2)F)=O